di(3-mercapto-3-methylbutyl) phthalate C(C=1C(C(=O)OCCC(C)(C)S)=CC=CC1)(=O)OCCC(C)(C)S